OCCNC1=NC=C(C=N1)C1=CC=C(C(=N1)OC)NC(=O)C=1C(=NOC1C)C1=CC=CC=C1 [6-[2-(2-hydroxyethylamino)pyrimidin-5-yl]-2-methoxy-3-pyridinyl]-5-methyl-3-phenyl-isoxazole-4-carboxamide